C[C@H](C1=CC=CC=C1)NCC2=CC=CC=C2 (R)-(+)-N-Benzyl-1-phenylethylamine